OC=1C=C(C=CC1[N+](=O)[O-])N1CC2(C1)CCN(CC2)C(=O)OC(C)(C)C tert-Butyl 2-(3-hydroxy-4-nitrophenyl)-2,7-diazaspiro[3.5]nonane-7-carboxylate